2-(6-{5-chloro-2-[(oxan-4-yl)amino]pyrimidin-4-yl}-1-oxo-2,3-dihydro-1H-isoindol-2-yl)acetohydrazide ClC=1C(=NC(=NC1)NC1CCOCC1)C1=CC=C2CN(C(C2=C1)=O)CC(=O)NN